N-((1R)-3-Cyano-3-azabicyclo[3.2.0]heptan-1-yl)-5-(2-(phenylamino)phenyl)-1H-pyrazol-3-carboxamid C(#N)N1C[C@]2(CCC2C1)NC(=O)C1=NNC(=C1)C1=C(C=CC=C1)NC1=CC=CC=C1